(tert-butyldiphenylsiloxy)-1-cyclopentene-1-formaldehyde O([Si](C1=CC=CC=C1)(C1=CC=CC=C1)C(C)(C)C)C1=C(CCC1)C=O